N1([C@@H](CCC1)C(=O)OCN1C=CC=2N(C(NC(C21)=O)=S)CCOC(C)C)C(=O)OC(C)(C)C (S)-tert-Butyl {1,2,3,4-tetrahydro-1-{2-isopropoxyethyl}-4-oxo-2-thioxopyrrolo[3,2-d]pyrimidin-5-yl}methyl pyrrolidine-1,2-dicarboxylate